ClC=1C=C(C=C(C1)C1=CC(=CC=C1)CC(=O)N1CC2=C(N=C(NC2=O)C2(CC2)C2=CC(=CC=C2)Cl)CC1)C#N 5-chloro-3'-(2-(2-(1-(3-chlorophenyl)cyclopropyl)-4-oxo-3,5,7,8-tetrahydropyrido[4,3-d]pyrimidin-6(4H)-yl)-2-oxoethyl)-[1,1'-biphenyl]-3-carbonitrile